tetradecane-3-ol CCC(CCCCCCCCCCC)O